5-hydroxy-1,3,3-trimethylcyclohexylperoxyneodecanoate OC1CC(CC(C1)(C)OOC(CCCCCC(C)(C)C)=O)(C)C